BrC1=C(CNC2=CC=C(C=C2)S(=O)(=O)N(CC=2C=C3CCCN(C3=CC2)CC)C2CCCC2)C=CC=C1 4-((2-Bromobenzyl)amino)-N-cyclopentyl-N-((1-ethyl-1,2,3,4-tetrahydroquinolin-6-yl)methyl)benzenesulfonamide